(3-hydroxypropyl)-1H-pyrazole-4-carboxylic acid OCCCN1N=CC(=C1)C(=O)O